eicosandioate C(CCCCCCCCCCCCCCCCCCC(=O)[O-])(=O)[O-]